1-benzyl-6-chloro-isatin C(C1=CC=CC=C1)N1C(=O)C(=O)C2=CC=C(C=C12)Cl